N-(beta-amino-ethyl)gamma-aminopropyltrimethoxysilane NCCNCCC[Si](OC)(OC)OC